C(C)(C)(C)OC(N(C1=NC(=NC(=C1)C=C)Cl)C(=O)OC(C)(C)C)=O (tert-butoxycarbonyl)(2-chloro-6-vinylpyrimidin-4-yl)carbamic acid tert-butyl ester